BrC1=C(C=C(C=C1)CC(CC(=O)O)(Cl)Cl)C(F)(F)F Trans-3-(4-bromo-3-(trifluoromethyl)phenyl)-2,2-dichloropropane-1-carboxylic acid